C(C)(C)(C)C1=C(C(=CC(=C1)C)C1=C(C=CC=C1)N(CCCN(C)C)C1=C(C(=CC(=C1)C)C(C)(C)C)O)O 3-tert-butyl-2'-((3-tert-butyl-2-hydroxy-5-methylphenyl)(3-(dimethylamino)propyl)amino)-5-methyl-[1,1'-biphenyl]-2-ol